[Si](C)(C)(C(C)(C)C)OCC=1C=C(C=CC1C)[C@@H](CC(=O)OCC)C1=C(C2=C(N(N=N2)C)C=C1)C (R)-Ethyl 3-(3-(((tert-butyldimethylsilyl)oxy)methyl)-4-methylphenyl)-3-(1,4-dimethyl-1H-benzo[d][1,2,3]triazol-5-yl)propanoate